3-tetrafluoropropionamide C(C(=O)N)(C(F)(F)F)F